tert-Butyl 4-[[3-(2-bromoethoxy)phenoxy]methyl]piperidine-1-carboxylate BrCCOC=1C=C(OCC2CCN(CC2)C(=O)OC(C)(C)C)C=CC1